4-[1-[(6-methylimidazo[1,2-a]pyridin-2-yl)methyl]triazol-4-yl]isoquinoline CC=1C=CC=2N(C1)C=C(N2)CN2N=NC(=C2)C2=CN=CC1=CC=CC=C21